(3-fluoro-5-(1-(6-methoxypyridin-3-yl)-1H-pyrazol-4-yl)phenyl)methanamine trifluoroacetate FC(C(=O)O)(F)F.FC=1C=C(C=C(C1)C=1C=NN(C1)C=1C=NC(=CC1)OC)CN